CC=1C=C(C=C(C1Cl)C)O 3,5-dimethyl-p-chlorophenol